FC(C1=CC2=C(SC(=C2)C(N[C@H]2CCCC[C@@H]3N(C2=O)[C@@H](CC3)C(N(C)CCC3=CC(=NC=C3)OC)=O)=O)C=C1)(F)P(O)(O)=O (difluoro(2-(((3S,6S,10aS)-3-((2-(2-methoxypyridin-4-yl)ethyl)(methyl)carbamoyl)-5-oxodecahydropyrrolo[1,2-a]azocin-6-yl)carbamoyl)benzo[b]thiophen-5-yl)methyl)phosphonic acid